maleimido-caproyl-glycine C1(C=CC(N1N(CC(=O)O)C(CCCCC)=O)=O)=O